Ethyl (1R,3R)-3-aminocyclohexanecarboxylate N[C@H]1C[C@@H](CCC1)C(=O)OCC